FC=1C=CC=C2CC3(CCNCC3)[C@@H](C12)NS(=O)C(C)(C)C N-((S)-7-fluoro-1,3-dihydrospiro[indene-2,4'-piperidin]-1-yl)-2-methylpropane-2-sulfinamide